FC1(CN(C1)CC(=O)O[C@H]1[C@H](NC[C@@H]1O)CC1=CC=C(C=C1)OC)F (2R,3S,4S)-4-hydroxy-2-[(4-methoxyphenyl) methyl]pyrrolidin-3-yl 2-(3,3-difluoroazetidin-1-yl)acetate